3-tert-butyl-1-{1-[(1S)-1-(2-fluorophenyl)ethyl]-2-oxo-3,4-dihydroquinolin-6-yl}urea C(C)(C)(C)NC(NC=1C=C2CCC(N(C2=CC1)[C@@H](C)C1=C(C=CC=C1)F)=O)=O